N-((1r,3r)-3-((5-Chloro-6-cyanopyridin-3-yl)oxy)-2,2,4,4-tetramethylcyclobutyl)-6-(4-(hydroxymethyl)piperidin-1-yl)nicotinamide ClC=1C=C(C=NC1C#N)OC1C(C(C1(C)C)NC(C1=CN=C(C=C1)N1CCC(CC1)CO)=O)(C)C